4-bromo-6,7-dihydro-5H-cyclopenta[b]Pyridine-2-carbaldehyde BrC1=C2C(=NC(=C1)C=O)CCC2